((2-((tert-butyldimethylsilyl)oxy)ethyl)amino)ethan-1-ol [Si](C)(C)(C(C)(C)C)OCCNC(C)O